FC=1C(=C(C=CC1)N1CCN(CC1)C(CN1N=C(C2=C1CCC2)C(=O)N2C[C@H]([C@H](CC2)O)F)=O)C 1-(4-(3-fluoro-2-methylphenyl)piperazin-1-yl)-2-(3-((3R,4S)-3-fluoro-4-hydroxypiperidine-1-carbonyl)-5,6-dihydro-cyclopenta[c]pyrazol-1(4H)-yl)ethanone